(R)-4-benzyl-3-(6-(5-bromo-2,3-difluorophenyl)-6,6-dimethoxyhexanoyl)oxazolidin-2-one C(C1=CC=CC=C1)[C@H]1N(C(OC1)=O)C(CCCCC(OC)(OC)C1=C(C(=CC(=C1)Br)F)F)=O